3-(4-(2-((dimethylamino)methyl)-1-methyl-1H-imidazol-5-yl)phenoxy)picolinaldehyde CN(C)CC=1N(C(=CN1)C1=CC=C(OC=2C(=NC=CC2)C=O)C=C1)C